N-(2-chloro-6-fluoro-3-nitrophenyl)-2,2-dimethylpropionamide ClC1=C(C(=CC=C1[N+](=O)[O-])F)NC(C(C)(C)C)=O